FC1(CC1)C(=O)N(C)OC 2-cis-fluoro-N-methoxy-N-methylcyclopropanecarboxamide